ClO.C(CC)OCCCCOCCCPCCCOCCCCOCCC bis(3-(4-propoxybutoxy)propyl)phosphine hypochlorite